5,5',5'',5'''-(4-(2-(4,6-diphenyl-1,3,5-triazin-2-yl)phenyl)pyridine-2,3,5,6-tetrayl)tetrakis(5H-pyrido[3,2-b]indole) C1(=CC=CC=C1)C1=NC(=NC(=N1)C1=CC=CC=C1)C1=C(C=CC=C1)C1=C(C(=NC(=C1N1C2=C(C=3C=CC=CC13)N=CC=C2)N2C1=C(C=3C=CC=CC23)N=CC=C1)N1C2=C(C=3C=CC=CC13)N=CC=C2)N2C1=C(C=3C=CC=CC23)N=CC=C1